N(=[N+]=[N-])CCOCCOCCOCCOCCOCCOCCOCCOCCN(CC(C(C(C(CO)O)O)O)O)C[C@@H]([C@H]([C@@H]([C@@H](CO)O)O)O)O 1-azido-27-((2S,3R,4R,5R)-2,3,4,5,6-pentahydroxyhexyl)-3,6,9,12,15,18,21,24-octaoxa-27-azatritriacontane-29,30,31,32,33-pentaol